1,4-bis(2-trifluoromethyl-3,4-dicarboxyphenoxy)benzene FC(C1=C(OC2=CC=C(C=C2)OC2=C(C(=C(C=C2)C(=O)O)C(=O)O)C(F)(F)F)C=CC(=C1C(=O)O)C(=O)O)(F)F